N-(6-Methoxy-1H-indazol-5-yl)-purin-6-amine COC1=C(C=C2C=NNC2=C1)NC1=C2NC=NC2=NC=N1